[Pd+3].[NH4+].C(C(=O)[O-])(=O)[O-].C(C(=O)[O-])(=O)[O-] di(oxalate) ammonium palladium